4-(3-iodoimidazo[1,2-a]pyridin-7-yl)-piperazine-1-carboxylic acid tert-butyl ester C(C)(C)(C)OC(=O)N1CCN(CC1)C1=CC=2N(C=C1)C(=CN2)I